(2,3-dihydrobenzo[b][1,4]dioxin-6-yl)methanol O1C2=C(OCC1)C=C(C=C2)CO